ClC=1C=CC(=C(C1)NC1C2=C(C=3N(CC1)N=NC3C)C=CC(=C2)C=2CCN(CC2)CC)F N-(5-chloro-2-fluorophenyl)-9-(1-ethyl-1,2,3,6-tetrahydropyridin-4-yl)-1-methyl-6,7-dihydro-5H-benzo[c][1,2,3]triazolo[1,5-a]azepin-7-amine